C(C=C)C=1C=CC(=C(C1)C1=NOC(=C1)C(C)(C)O)OC 2-(3-(5-allyl-2-methoxyphenyl)isoOxazol-5-yl)propan-2-ol